FC=1C(=C(C=2N(C1)C=CN2)C2=C(C=C(C=C2O)CCC(F)(F)F)O)C 2-(6-Fluoro-7-methylimidazo[1,2-a]pyridin-8-yl)-5-(3,3,3-trifluoropropyl)-benzene-1,3-diol